6-(2,6-dichloro-3,5-dimethoxy-phenyl)-2-methylsulfanyl-8H-pyrido[2,3-d]pyrimidin-7-one ClC1=C(C(=C(C=C1OC)OC)Cl)C1=CC2=C(N=C(N=C2)SC)NC1=O